C1(CC1)N1C=C(C(C2=CC(=C(C=C12)N1CCN(CC1)CC(=O)NC1=CC=C(C=C1)C(\C=C\C1=CC(=C(C=C1)OC)OC)=O)F)=O)C(=O)O 1-Cyclopropyl-7-[4-[2-[4-[(E)-3-(3,4-dimethoxyphenyl)prop-2-enoyl]anilino]-2-oxoethyl]piperazin-1-yl]-6-fluoro-4-oxoquinoline-3-carboxylic acid